1,5-bis-[bis(3,5-ditrifluoromethylphenyl)phosphino]pentane FC(C=1C=C(C=C(C1)C(F)(F)F)P(CCCCCP(C1=CC(=CC(=C1)C(F)(F)F)C(F)(F)F)C1=CC(=CC(=C1)C(F)(F)F)C(F)(F)F)C1=CC(=CC(=C1)C(F)(F)F)C(F)(F)F)(F)F